7-chloro-N-(3-((3-fluoroazetidin-1-yl)methyl)-5-(trifluoromethyl)phenyl)-1-methyl-6-((6-(methylamino)pyrazolo[1,5-a]pyrazin-3-yl)oxy)-1H-imidazo[4,5-b]pyridin-2-amine ClC1=C2C(=NC=C1OC=1C=NN3C1C=NC(=C3)NC)N=C(N2C)NC2=CC(=CC(=C2)C(F)(F)F)CN2CC(C2)F